ClC=1C=NC=CC1CC(=O)NC1=CC(=NC=C1)C(=O)NC(C#C)(C)C 4-[[2-(3-Chloro-4-pyridinyl)acetyl]amino]-N-(1,1-dimethylprop-2-ynyl)pyridine-2-carboxamide